FC(OC1=CC(=NN1C)C(F)(F)F)F 5-(difluoromethoxy)-1-methyl-3-trifluoromethyl-pyrazol